N-[(1S)-1-[(1S)-2,2-difluoro-5,5-dimethyl-cyclohexyl]-2-[4-(3,5-dimethyl-1H-pyrazol-4-yl)anilino]-2-oxo-ethyl]-2-methyl-pyrazole-3-carboxamide FC1([C@@H](CC(CC1)(C)C)[C@@H](C(=O)NC1=CC=C(C=C1)C=1C(=NNC1C)C)NC(=O)C=1N(N=CC1)C)F